COC1=C(C(=O)C2=NC=NC=C2Br)C=C(C=N1)F 4-(2-methoxy-5-fluoronicotinoyl)-5-bromopyrimidine